C[N+](C)=C(CCBr)Br (dimethyliminio)-1,3-propanediyl bromide